(S)-methyl 2-(4-bromo-2-(1,1-difluoropropyl)phenoxy)propanoate BrC1=CC(=C(O[C@H](C(=O)OC)C)C=C1)C(CC)(F)F